C(C)(C)(C)OC(=O)N1CCC=CC1 3,6-dihydro-1H-pyridine-1-carboxylic acid tert-butyl ester